[Si].[Mo].[Ni] nickel-molybdenum-silicon